(5R,6R)-5-Hydroxy-6-((S)-5H-imidazo[5,1-a]isoindol-5-yl)-5,6,7,8-tetrahydronaphthalen-2-sulfonamid O[C@H]1C=2C=CC(=CC2CC[C@@H]1[C@@H]1N2C(C3=CC=CC=C13)=CN=C2)S(=O)(=O)N